tert-butyl 3-(7-bromo-5-(4-(4-fluoro-2-methoxyphenyl)piperazine-1-carbonyl)-1H-indol-2-yl)-5,6-dihydropyridine-1(2H)-carboxylate BrC=1C=C(C=C2C=C(NC12)C=1CN(CCC1)C(=O)OC(C)(C)C)C(=O)N1CCN(CC1)C1=C(C=C(C=C1)F)OC